(2-(4-(6-acetyl-3-chloro-2-fluorophenyl)-5-methoxy-2-oxopyridin-1(2H)-yl)-3-cyclopropylpropionylamino)benzoic acid C(C)(=O)C1=CC=C(C(=C1C1=CC(N(C=C1OC)C(C(=O)NC1=C(C(=O)O)C=CC=C1)CC1CC1)=O)F)Cl